3,5-diphenyl-oxazole C1(=CC=CC=C1)N1COC(=C1)C1=CC=CC=C1